ClC=1C=C(C=C(C1)Cl)C1=NC(=CC(=C1)CN1CCC(CC1)CC(=O)O)OC1=NC=C(N=C1)N1CCN(CC1)C(C)C 2-(1-((2-(3,5-dichlorophenyl)-6-((5-(4-isopropylpiperazin-1-yl)pyrazin-2-yl)oxy)pyridin-4-yl)methyl)piperidin-4-yl)acetic acid